ClC1=C(C=CC=C1)CS(=O)(=O)NC1=CC=C(C=C1)N1C2=C(NC(CC1=O)=O)C=1CCCCC1C=C2 1-(2-chlorophenyl)-N-[4-(2,4-dioxo-1,2,3,4,8,9,10,11-octahydronaphtho[1,2-b][1,4]diazepin-5-yl)phenyl]Methanesulfonamide